N-[2-(2-amino-1,3-thiazol-4-yl)ethyl]-5-ethyl-2,3-dimethylpyrazolo[1,5-a]pyrimidin-7-amine NC=1SC=C(N1)CCNC1=CC(=NC=2N1N=C(C2C)C)CC